N-(2-cyclopentylethyl)-3-((2-cyclopropyl-4-(pyridin-2-ylmethoxy)phenyl)amino)benzamide C1(CCCC1)CCNC(C1=CC(=CC=C1)NC1=C(C=C(C=C1)OCC1=NC=CC=C1)C1CC1)=O